N,N'-bis[2,6-bis(benzhydryl)-4-methylphenyl]acenaphthene-1,2-diimine C(C1=CC=CC=C1)(C1=CC=CC=C1)C1=C(C(=CC(=C1)C)C(C1=CC=CC=C1)C1=CC=CC=C1)N=C1C(C2=CC=CC3=CC=CC1=C23)=NC2=C(C=C(C=C2C(C2=CC=CC=C2)C2=CC=CC=C2)C)C(C2=CC=CC=C2)C2=CC=CC=C2